C(C)(C)(C)OC(=O)N(C=1SC=C(N1)C(=O)OC)CC(CO[Si](C)(C)C(C)(C)C)N1CCOCC1 methyl 2-[tert-butoxycarbonyl-[3-[tert-butyl(dimethyl)silyl]oxy-2-morpholino-propyl]amino]thiazole-4-carboxylate